CNC(=O)C1=CC(=NC=C1)C=1C(=C2C(=NC1)NC=C2)NC2CC(C2)NC(OC(C)(C)C)=O tert-butyl ((1s,3s)-3-((5-(4-(methylcarbamoyl)pyridin-2-yl)-1H-pyrrolo[2,3-b]pyridin-4-yl)amino)cyclobutyl)carbamate